Cl.NCC1CCN(CC1)CCC(=O)C1=CC=C(C=C1)F 3-(4-(aminomethyl)piperidin-1-yl)-1-(4-fluorophenyl)propan-1-one hydrochloride